5-(chloromethyl-d2)-2-methoxypyridine ClC(C=1C=CC(=NC1)OC)([2H])[2H]